bis[3-(triethoxysilyl) propyl] hexamethylenediamine tert-butyl ((1S,4S)-4-((3,5-bis(trifluoromethyl)phenyl)amino)cyclohexyl)carbamate FC(C=1C=C(C=C(C1)C(F)(F)F)NC1CCC(CC1)NC(OC(C)(C)C)=O)(F)F.C(C)O[Si](CCCNCCCCCCNCCC[Si](OCC)(OCC)OCC)(OCC)OCC